COCCOCCOCCOCCOCCOCCN 2-[2-[2-[2-[2-(2-methoxyethoxy)ethoxy]ethoxy]ethoxy]ethoxy]ethanamine